ethyl (R)-1-(2-((2-oxo-4-(o-tolyl)-1,2-dihydroquinolin-7-yl)oxy)propanoyl)piperidine-4-carboxylate O=C1NC2=CC(=CC=C2C(=C1)C1=C(C=CC=C1)C)O[C@@H](C(=O)N1CCC(CC1)C(=O)OCC)C